O=C1CC(CC(C1C(CC)=O)=O)C(=O)[O-].[Ca+2].O=C1CC(CC(C1C(CC)=O)=O)C(=O)[O-] calcium 3,5-dioxo-4-(1-oxopropyl)cyclohexanecarboxylate